C(C)(C)(C)OC(=O)N1C[C@@H](CCC1)NC1=CC=C(C=C1)C#N (3R)-3-(4-cyanoanilino)piperidine-1-carboxylic acid tert-butyl ester